triphenylmethyl α-allyloxymethylacrylate C(C=C)OCC(C(=O)OC(C1=CC=CC=C1)(C1=CC=CC=C1)C1=CC=CC=C1)=C